N-(5-(N-ethylsulfamoyl)-5,6-dihydro-4H-pyrrolo[3,4-d]thiazol-2-yl)-4-(2-methoxyphenyl)-6-methylnicotinamide C(C)NS(=O)(=O)N1CC=2N=C(SC2C1)NC(C1=CN=C(C=C1C1=C(C=CC=C1)OC)C)=O